C1CCC2=C(C=3CCCC3C=C12)NC(=O)N=[S@](=O)(N)C=1C=NN2C1OC[C@@](C2)(C)O (R,6S)-N'-((1,2,3,5,6,7-hexahydro-s-indacen-4-yl)carbamoyl)-6-hydroxy-6-methyl-6,7-dihydro-5H-pyrazolo[5,1-b][1,3]oxazine-3-sulfonimidamide